FC(C)(F)C1=NC=C(C=N1)S(=O)(=O)Cl 2-(1,1-difluoroethyl)pyrimidine-5-sulfonyl chloride